6-(trifluoromethyl)pyrimidin-2-amine FC(C1=CC=NC(=N1)N)(F)F